6-fluoro-7-(8-methyl-2,3-dihydro-1H-pyrido[2,3-b][1,4]oxazin-7-yl)-N~2~-{1-[1-(3-methyloxetan-3-yl)piperidin-4-yl]-1H-pyrazol-4-yl}quinazoline-2,5-diamine FC1=C(C=2C=NC(=NC2C=C1C1=C(C2=C(OCCN2)N=C1)C)NC=1C=NN(C1)C1CCN(CC1)C1(COC1)C)N